NC1=NC(=NC=C1C(F)(F)F)C=1C=C2C=CN(C(C2=CC1F)=O)CC[C@@H]1[C@H](CCCC1)NC=1C=NNC(C1C(F)(F)F)=O 6-[4-amino-5-(trifluoromethyl)pyrimidin-2-yl]-7-fluoro-2-[2-[(1R,2S)-2-[[6-oxo-5-(trifluoromethyl)-1H-pyridazin-4-yl]amino]cyclohexyl]ethyl]isoquinolin-1-one